O1CC(C1)NC[C@H]1NC([C@H](SCC1)C1=CC=C(C=C1)OC1=CC=CC=C1)=O (2R,5S)-5-[(oxetan-3-ylamino)methyl]-2-(4-phenoxyphenyl)-1,4-thiazepan-3-one